ClC=1C=CC=C2CCC(CC12)O 8-chloro-1,2,3,4-tetrahydronaphthalen-2-ol